ClC=1C(=NC(=NC1)NC1CCOCC1)C1=CC=C2CN(C(C2=C1)=O)[C@@H](C(=O)N[C@H](C)C1=CC(=CC(=C1)F)OCCN(C)C)C (2R)-2-(6-{5-chloro-2-[(oxan-4-yl)amino]pyrimidin-4-yl}-1-oxo-2,3-dihydro-1H-isoindol-2-yl)-N-[(1R)-1-{3-[2-(dimethylamino)ethoxy]-5-fluorophenyl}ethyl]propanamide